[Br-].C(C)(C)(C)OC(=O)C1=NC2=CC=[N+](C=C2C=C1)CCC(=O)OCC 2-(tert-butoxycarbonyl)-6-(3-ethoxy-3-oxopropyl)-1,6-naphthyridin-6-ium bromide